FC(C(C)(C)O)(F)C=1C(=C(C=CC1)[C@@H](C)NC1=NC(=NC2=CC3=C(C=C12)N(C([C@@]3(C(F)(F)F)OC)=O)C)C)F (S)-4-(((R)-1-(3-(1,1-difluoro-2-hydroxy-2-methylpropyl)-2-fluorophenyl)ethyl)amino)-8-methoxy-2,6-dimethyl-8-(trifluoromethyl)-6,8-dihydro-7H-pyrrolo[2,3-g]quinazolin-7-one